C(C)N1C=2N(C(N=C(C2N=C1CC#N)N1[C@H](CN([C@@H](C1)C)C(C)C=1C=CC2=C(N=C(S2)C(C)C)C1)C)=O)C 2-(9-ethyl-6-((2S,5R)-4-(1-(2-isopropylbenzo[d]thiazol-5-yl)ethyl)-2,5-dimethylpiperazin-1-yl)-3-methyl-2-oxo-3,9-dihydro-2H-purin-8-yl)acetonitrile